FC=1C=C2N(C(C(NC2=CC1)=O)=O)C 6-fluoro-4-methyl-1,4-dihydroquinoxaline-2,3-dione